C(CCCCCCCCC\C=C/CCCCCCCC(=O)N)CCCCCCCC\C=C/CCCCCCCC(=O)N ethyleneBisoleic acid amide